ClC1=CC=C(C=C1)C1C(C(NC1)=O)C1=CC=CC=C1 4-(4-chlorophenyl)-3-phenylpyrrolidin-2-one